3-(3-fluoro-4-((2-(methylamino)-8,9-dihydroimidazo[1',2':1,6]pyrido[2,3-d]pyrimidin-6-yl)oxy)phenyl)urea FC=1C=C(C=CC1OC1=CC2=C(N=C(N=C2)NC)N2C1=NCC2)NC(N)=O